C1(CCCCC1)C[C@@H](C(=O)OC)NC(=O)OCCCCCC methyl (S)-3-cyclohexyl-2-(((hexyloxy)carbonyl)amino)propanoate